ClC=1C=C(C=CC1Cl)COC=1N=CC(=NC1)CN1CC(C1)C(=O)O 1-({5-[(3,4-dichlorophenyl)methoxy]pyrazin-2-yl}methyl)azetidine-3-carboxylic acid